N-[(1R)-1-[3-Hydroxy-5-(1-methylpyrazol-4-yl)phenyl]ethyl]-2-methyl-5-(4-methylpiperazin-1-yl)benzamide OC=1C=C(C=C(C1)C=1C=NN(C1)C)[C@@H](C)NC(C1=C(C=CC(=C1)N1CCN(CC1)C)C)=O